C(C)(=O)[C@](N)(CCCCN)C(=O)O α-acetyllysine